Methyl 1-(1,3-benzoxazol-4-yl)-6-oxo-pyridine-3-carboxylate O1C=NC2=C1C=CC=C2N2C=C(C=CC2=O)C(=O)OC